2-{6-Azaspiro[2.5]octan-6-yl}-N-[8-((3R,5R)-3,5-dimethylmorpholino)-1,7-naphthyridin-6-yl]-4-[1-hydroxypropane-2-sulfonamido]benzamide C1CC12CCN(CC2)C2=C(C(=O)NC=1C=C3C=CC=NC3=C(N1)N1[C@@H](COC[C@H]1C)C)C=CC(=C2)NS(=O)(=O)C(CO)C